FC1=NC=CC(=C1)CCC(=O)NC1CCN(CC1)C=1C2=C(N=CN1)C(=CS2)C 3-(2-Fluoropyridin-4-yl)-N-(1-(7-methylthieno[3,2-d]pyrimidin-4-yl)piperidin-4-yl)propanamide